2-cyano-phenylhydrazine C(#N)C1=C(C=CC=C1)NN